C(C)C1NCCN(CC1)C1=NC=CC(=N1)NC=1C=C2C=NNC2=CC1 N-(2-(5-ethyl-1,4-diazepan-1-yl)pyrimidin-4-yl)-1H-indazol-5-amine